(2S)-amino-N-((S)-8,9-difluoro-6-oxo-1,4,5,6-tetrahydro-2H-pyrano[3,4-c]isoquinolin-1-yl)-(3R)-hydroxy-N-methylbutanamide N[C@@](C(=O)N(C)[C@@H]1COCC=2NC(C=3C=C(C(=CC3C21)F)F)=O)(CC)O